OC=1C=C(OC(C(=O)O)(C)C)C=CC1C(\C=C\C1=CC=C(C=C1)O)=O 2-[3-Hydroxy-4-[(E)-3-(4-hydroxyphenyl)prop-2-enoyl]phenoxy]-2-methylpropanoic acid